2,6-dimethoxy-p-benzoquinone tert-Butyl-9-(3-methyl-2-oxo-1,3-benzoxazol-6-yl)-3,9-diazaspiro[5.5]undecane-3-carboxylate C(C)(C)(C)OC(=O)N1CCC2(CC1)CCN(CC2)C2=CC1=C(N(C(O1)=O)C)C=C2.COC=2C(C(=CC(C2)=O)OC)=O